C1(=CC=CC=C1)C1=C2C(=C(C(=C(C2=C(C=2C(=C(C(=C(C12)[2H])[2H])[2H])[2H])[2H])[2H])[2H])[2H])C1=CC=CC=2C3=CC=CC=C3C3=CC=C4C(=C3C12)C=CC=C4 phenyl(benzotriphenylenyl)anthracene-d8